N2-(3-cyclopropyl-4-methylisothiazol-5-yl)-N4-methyl-5-(trifluoromethyl)pyrimidine-2,4-diamine C1(CC1)C1=NSC(=C1C)NC1=NC=C(C(=N1)NC)C(F)(F)F